6-chloro-2-(1-(methylsulfonyl)piperidin-4-yl)quinoline-8-carbonitrile ClC=1C=C2C=CC(=NC2=C(C1)C#N)C1CCN(CC1)S(=O)(=O)C